FC1=C(C(=O)OC)C=C(C=C1C=1SC(=CN1)C)O[C@@H](C)[C@@H](C)O methyl 2-fluoro-5-(((2S,3R)-3-hydroxybutan-2-yl)oxy)-3-(5-methylthiazol-2-yl)benzoate